2,3-difluoro-4-hydroxy-benzaldehyde FC1=C(C=O)C=CC(=C1F)O